C(C)(C)(C)C=1C=CC=2C(NS(C=3C=CC=C(NC(CC[C@H]4CC(N(C2N1)C4)(C)C)(C4=NC=CC=C4)C)N3)(=O)=O)=O (14S)-8-tert-butyl-12,12,17-trimethyl-17-(pyridin-2-yl)-2λ6-thia-3,9,11,18,23-pentaazatetracyclo[17.3.1.111,14.05,10]tetracosa-1(23),5(10),6,8,19,21-hexaene-2,2,4-trione